CC1(CCC(CC1)C)C(=O)OC trans-methyl 1,4-dimethyl-cyclohexane-carboxylate